7-bromo-N-(7-fluoro-2-methyl-indazol-5-yl)-2-methoxy-1,3-benzothiazole-4-carboxamide BrC=1C=CC(=C2N=C(SC21)OC)C(=O)NC2=CC1=CN(N=C1C(=C2)F)C